ClC=1C=C(NC2(CCC3(C(=CC4=CC=CC=C34)C3=CSC=C3)CC2)C(=O)O)C=CC1 (1s,4s)-4-(3-Chloroanilino)-2'-(thiophen-3-yl)spiro[cyclohexane-1,1'-indene]-4-carboxylic acid